NC1=C(C=C(C(=C1)Cl)CCN1CCN(CC1)C1=NSC2=C1C=CC=C2)CC(=O)O 2-[2-amino-5-[2-[4-(1,2-benzisothiazol-3-yl)-1-piperazinyl]ethyl]-4-chlorophenyl]acetic acid